tert-Butyl 7-chloro-8-(3-methylpyridine-2-sulfonamido)-3,4-dihydroisoquinoline-2(1H)-carboxylate ClC1=CC=C2CCN(CC2=C1NS(=O)(=O)C1=NC=CC=C1C)C(=O)OC(C)(C)C